[18F]CCOCCOCCOC1=CC=C(C=N1)/C=C/C1=CC=C(NC)C=C1 4-{(E)-2-[6-(2-{2-[2-(18F)Fluoroethoxy]ethoxy}ethoxy)-3-pyridinyl]vinyl}-N-methylaniline